CS(=O)(=O)C[C@@H]1N(CCNC1)C(=O)OC(C)(C)C tert-butyl (R)-2-((methylsulfonyl)methyl)piperazine-1-carboxylate